C1(CC1)C1N(CCC(C1)O)C=1C=NC(=CC1)[N+](=O)[O-] cyclopropyl-1-(6-nitropyridin-3-yl)piperidin-4-ol